5-bromo-4-chloro-7-(2-fluoroethyl)-7H-pyrrolo[2,3-d]pyrimidine BrC1=CN(C=2N=CN=C(C21)Cl)CCF